Phenyl-2-hydroxy-5-methylbenzoate C1(=CC=CC=C1)OC(C1=C(C=CC(=C1)C)O)=O